6-ethylquinolin-3-amine C(C)C=1C=C2C=C(C=NC2=CC1)N